N1(N=CC=C1)C1=CC=C(CN2N=CC3=C(C=CC(=C23)C(=O)NC2CC3(CCC3)C2)Cl)C=C1 (Sa)-6-(1-(4-(1H-pyrazol-1-yl)benzyl)-4-chloro-1H-indazole-7-carboxamido)spiro[3.3]heptane